1-(4-bromobenzyl)-7-fluoro-3-phenethyl-quinazoline-2,4(1H,3H)-dione BrC1=CC=C(CN2C(N(C(C3=CC=C(C=C23)F)=O)CCC2=CC=CC=C2)=O)C=C1